2-(3,4-Dichlorophenoxy)-N-(3-{[5-(trifluoromethyl)pyrazin-2-yl]amino}bicyclo-[1.1.1]pentan-1-yl)acetamide ClC=1C=C(OCC(=O)NC23CC(C2)(C3)NC3=NC=C(N=C3)C(F)(F)F)C=CC1Cl